BrC=1C(=NN2C1N=C(N(C2=O)CC2=CC=C(C=C2)OC)SCC2=CC=C(C=C2)OC)CO 8-bromo-7-(hydroxymethyl)-3-[(4-methoxyphenyl)methyl]-2-{[(4-methoxyphenyl)methyl]sulfanyl}pyrazolo[1,5-a][1,3,5]triazin-4-one